8-(4-((3-(2,4-dioxotetrahydropyrimidin-1(2H)-yl)pyridin-4-yl)methyl)piperazin-1-yl)-9-ethyl-6,6-dimethyl-11-oxo-6,11-dihydro-5H-benzo[b]carbazole-3-carbonitrile O=C1N(CCC(N1)=O)C=1C=NC=CC1CN1CCN(CC1)C=1C(=CC2=C(C(C=3NC4=CC(=CC=C4C3C2=O)C#N)(C)C)C1)CC